C(C)OC(=O)C=1N=C(OC1)N1CC2CCC(C1)O2 2-(8-oxa-3-azabicyclo[3.2.1]oct-3-yl)oxazole-4-carboxylic acid ethyl ester